8-Fluoro-2-(1-methylpiperidin-4-yl)-4-[(4-methoxyphenyl)methyl]-1,5-dihydro-2,4-benzodiazepine FC=1C=CC2=C(CN(CN(C2)CC2=CC=C(C=C2)OC)C2CCN(CC2)C)C1